N-[3-[2-(difluoromethoxy)-5-[1-[2-(4-methylpiperazin-1-yl)ethyl]pyrazol-4-yl]sulfonyl-phenyl]-1-methyl-pyrazol-4-yl]pyrazolo[1,5-a]pyrimidine-3-carboxamide FC(OC1=C(C=C(C=C1)S(=O)(=O)C=1C=NN(C1)CCN1CCN(CC1)C)C1=NN(C=C1NC(=O)C=1C=NN2C1N=CC=C2)C)F